2,4,6-trimethyl-anisole tert-Butyl(4-(4-(cyclohexylcarbamoyl)oxazol-2-yl)phenyl)carbamate C(C)(C)(C)N(C(O)=O)C1=CC=C(C=C1)C=1OC=C(N1)C(NC1CCCCC1)=O.CC1=C(C(=CC(=C1)C)C)OC